NCC(C)NCC(C#N)C 3-((1-aminopropan-2-yl)amino)-2-methylpropanenitrile